FC1(OC2=C(C=CC=3CCO[C@H](C23)CNC)O1)F (R)-1-(2,2-difluoro-6,9-dihydro-7H-[1,3]dioxolo[4,5-H]isochromen-9-yl)-N-methylmethanamine